Cl.C(C)(=O)C=1C(=CC2=C(OCO2)C1)NC(CC1CCNCC1)=O N-(6-Acetylbenzo[d][1,3]dioxol-5-yl)-2-(piperidin-4-yl)acetamide hydrochloride